(1-(3-amino-5-(trifluoromethyl)phenyl)ethyl)amino-2-methylquinazoline NC=1C=C(C=C(C1)C(F)(F)F)C(C)NC1=NC(=NC2=CC=CC=C12)C